FC1=CC=C(C=C1)C1=C2C(=C(C(N(C2=NC=C1)CCN1CCOCC1)=O)C(=O)NC(CO)(C)C)O (4-fluorophenyl)-4-hydroxy-N-(1-hydroxy-2-methylpropan-2-yl)-1-(2-morpholinoethyl)-2-oxo-1,2-dihydro-1,8-naphthyridine-3-carboxamide